((1S*,3R*)-3-(aminomethyl)-2,2-difluorocyclopropyl)methanol NC[C@@H]1C([C@@H]1CO)(F)F |o1:2,4|